C(C)(C)OC1=NC=2N(C=C1C(=O)NC=1C(=NC=CC1)OC)C=C(N2)C21COC(CC2)(C1)C 7-isopropoxy-N-(2-methoxypyridin-3-yl)-2-(1-methyl-2-oxabicyclo[2.2.1]hept-4-yl)imidazo[1,2-a]pyrimidine-6-carboxamide